C1(CCCC1)N1N=CC=C1C=1C=NN(C1)CC(=O)NC1=NC=C(C=C1)C1=NC=CN=C1 2-[4-(2-cyclopentylpyrazol-3-yl)pyrazol-1-yl]-N-(5-pyrazin-2-yl-2-pyridyl)acetamide